C(C)SC1=CC=C(C=C1)[C@H](CO)N[S@](=O)C(C)(C)C (R)-N-((R)-1-(4-(ethylthio)phenyl)-2-hydroxyethyl)-2-methylpropane-2-sulfinamide